C(C)(C)(C)[S@@](=O)\N=C\CCC[C@H](C(=O)OCC1=CC=CC=C1)C benzyl (R,E)-6-(((R)-tert-butylsulfinyl)imino)-2-methylhexanoate